(S)-4-(3-(1-Acryloylpyrrolidin-2-yl)-8-aminoimidazo[1,5-a]pyrazin-1-yl)-2-methoxy-N-(pyridin-2-yl)benzamide C(C=C)(=O)N1[C@@H](CCC1)C1=NC(=C2N1C=CN=C2N)C2=CC(=C(C(=O)NC1=NC=CC=C1)C=C2)OC